C1(CC1)CN1C(=CC=2C1=NC(=CC2)N2S(CCN(CC2)CC=2C=NC=CC2)(=O)=O)C=2N=C1N(C(=CC(=C1)C=O)OC)C2C [2-[1-(cyclopropylmethyl)-6-[1,1-dioxo-5-(pyridin-3-ylmethyl)-1,2,5-thiadiazepan-2-yl]pyrrolo[2,3-b]pyridin-2-yl]-5-methoxy-3-methylimidazo[1,2-a]pyridin-7-yl]methanone